S1C2=C(C=C1)C=CC(=C2)C=2C=C1CCN(CC1=CC2)C2=CNC1=CC(=C(C=C21)Cl)F 6-(benzo[b]thiophen-6-yl)-N-(5-chloro-6-fluoro-1H-indol-3-yl)-3,4-dihydroisoquinoline